5-Carbamoylpyridin-3-yl 4-(2-methyl-3-(trifluoromethyl)benzyl)piperazine-1-carboxylate CC1=C(CN2CCN(CC2)C(=O)OC=2C=NC=C(C2)C(N)=O)C=CC=C1C(F)(F)F